N-[(7-{[(cyclopropylmethyl)amino]methyl}imidazo[1,2-a]pyridin-2-yl)methyl]-4-oxo-4H-pyrido[1,2-a]pyrimidine-2-carboxamide C1(CC1)CNCC1=CC=2N(C=C1)C=C(N2)CNC(=O)C=2N=C1N(C(C2)=O)C=CC=C1